di-tertiary butyl thioether C(C)(C)(C)SC(C)(C)C